5-amino-N-(5-benzyl-4-(3-chloro-4-fluorophenyl)thiazol-2-yl)-3-methylpyridine-2-sulfonamide NC=1C=C(C(=NC1)S(=O)(=O)NC=1SC(=C(N1)C1=CC(=C(C=C1)F)Cl)CC1=CC=CC=C1)C